6-[2,6-bis(benzyloxy)pyridin-3-yl]-3,4-dihydro-2H-quinoline-1-carboxylic acid tert-butyl ester C(C)(C)(C)OC(=O)N1CCCC2=CC(=CC=C12)C=1C(=NC(=CC1)OCC1=CC=CC=C1)OCC1=CC=CC=C1